1-(3-chloro-4-(4-(trifluoromethyl)piperidin-1-yl)phenyl)cyclohexane-1,4-diamine ClC=1C=C(C=CC1N1CCC(CC1)C(F)(F)F)C1(CCC(CC1)N)N